2-(4-dihydroxyborylphenyl)acetic acid OB(C1=CC=C(C=C1)CC(=O)O)O